6-(6-chloro-4-{2,5-diazabicyclo[2.2.1]heptan-2-yl}-8-fluoro-2-{[(2S)-1-methylpyrrolidin-2-yl]methoxy}quinazolin-7-yl)-4-methyl-5-(trifluoromethyl)pyridin-2-amine ClC=1C=C2C(=NC(=NC2=C(C1C1=C(C(=CC(=N1)N)C)C(F)(F)F)F)OC[C@H]1N(CCC1)C)N1C2CNC(C1)C2